1,3-cyclobutandiol C1(CC(C1)O)O